ClCC1=CC=C(C=C1)N1C(=NC=2C1=NC(=CC2)C2=NN(N=C2)C2CC2)C=2C(=NC=CN2)N 3-(3-(4-(Chloromethyl)phenyl)-5-(2-cyclopropyl-2H-1,2,3-triazol-4-yl)-3H-imidazo[4,5-b]pyridin-2-yl)pyrazin-2-amine